CC(C)(C)[O-].[Li+] lithium tert.butoxide